CC(C)(C)S(=O)NC(CC(=O)O)(C)C1=CC(=CC=C1)C(F)(F)F 3-[(2-methylpropan-2-sulfinyl)amino]-3-[3-(trifluoromethyl)phenyl]butanoic acid